t-butyl-N-(t-butoxycarbonyl)-S-chloro-L-cysteine C(C)(C)(C)N([C@@H](CSCl)C(=O)O)C(=O)OC(C)(C)C